ClC=1C=C2N(C(C(N(C2=CC1)C1CCN(CC1)C1=C(C=C(C#N)C=C1F)F)=O)=O)C 4-(4-(6-chloro-4-methyl-2,3-dioxo-3,4-dihydroquinoxalin-1(2H)-yl)piperidin-1-yl)-3,5-difluorobenzonitrile